C1=CC=CC=2C3=CC=CC=C3C(C12)COC(=O)N[C@H](CC(=O)OC(C)(C)C)CCC(=O)OCC1=CC=CC=C1 6-benzyl 1-(tert-butyl) (S)-3-((((9H-fluoren-9-yl)methoxy)carbonyl)amino)hexanedioate